C1(=CC=CC2=CC=CC=C12)CCCC(=O)O 4-(1-naphthyl)butanoic acid